lithium nitronate [N+]([O-])([O-])=C.[Li+]